4-(2-chloroethoxy)-1,1'-biphenyl ClCCOC1=CC=C(C=C1)C1=CC=CC=C1